C1(=CC=C(C=C1)N1C[C@@H]2[C@H](C1)CN(C2)C=O)C ((3aR,6aS)-5-(p-tolyl)hexahydropyrrolo[3,4-c]pyrrol-2(1H)-yl)methanone